tert-butyl (2-fluoro-4-iodopyridin-3-yl)carbamate FC1=NC=CC(=C1NC(OC(C)(C)C)=O)I